(6E)-4-hydroxy-6,10-dimethylundec-6,9-dien-2-one OC(CC(C)=O)C\C(=C\CC=C(C)C)\C